CC(CC)CCCCCCCCCCCCCCCCCCCCCCCC 3-Methylheptacosane